C1(CC1)N1C=C(C=C1)C(=O)O 1-cyclopropylpyrrole-3-carboxylic acid